3-(1-(4-bromobenzyl)-1H-imidazol-4-yl)-5-methoxypyridine BrC1=CC=C(CN2C=NC(=C2)C=2C=NC=C(C2)OC)C=C1